CN([C@@H](CNC(=O)NC(CC1=CC=CC=C1)(C)C)CC1=CC=C(C=C1)O)C (R)-1-(2-(dimethylamino)-3-(4-hydroxyphenyl)propyl)-3-(2-methyl-1-phenylpropan-2-yl)urea